C(C)(C)(C)OC(=O)NCC1=CC(=CS1)C(=N)S 5-(((tert-butoxycarbonyl)amino)methyl)thiophene-3-carbimidothioic acid